ClC=1C=C2C(N(C(C2=CC1F)=O)C1C(NC(CC1)=O)=O)=O 5-chloro-2-(2,6-dioxopiperidin-3-yl)-6-fluoroisoindoline-1,3-dione